3-((5-(2-(methylsulfonyl)-6-(trifluoromethyl)pyrimidin-4-yl)-2-oxopyridin-1(2H)-yl)methyl)benzonitrile CS(=O)(=O)C1=NC(=CC(=N1)C=1C=CC(N(C1)CC=1C=C(C#N)C=CC1)=O)C(F)(F)F